N1CCC1.[Na] sodium azetidine